COC1=NC=C(C=C1NS(=O)(=O)C1=C(C=CC=C1)C)C=1C=C2C(=NC=NC2=CC1)N1CCN(CC1)C(\C=C\C(C)=O)=O (E)-N-(2-methoxy-5-(4-(4-(4-oxopent-2-enoyl)piperazin-1-yl)quinazolin-6-yl)pyridin-3-yl)-2-methylbenzenesulfonamide